3-oxo-6-aminohexanoyl-CoA O=C(CC(=O)SCCNC(CCNC([C@@H](C(COP(OP(OC[C@@H]1[C@H]([C@H]([C@@H](O1)N1C=NC=2C(N)=NC=NC12)O)OP(=O)(O)O)(=O)O)(=O)O)(C)C)O)=O)=O)CCCN